FC=1C=C2C(=C(C(OC2=CC1)=O)C=O)O 6-FLUORO-4-HYDROXY-2-OXO-2H-CHROMENE-3-CARBALDEHYDE